4',4-dihydroxy-6-methyl-chalcone tert-butyl-3-[4-(2-[[(benzyloxy)carbonyl]amino]ethyl)-2,5-difluorophenyl]-3,8-diazabicyclo[3.2.1]octane-8-carboxylate C(C)(C)(C)OC(=O)N1C2CN(CC1CC2)C2=C(C=C(C(=C2)F)CCNC(=O)OCC2=CC=CC=C2)F.OC2=CC=C(C(/C=C/C1=CC=C(C=C1C)O)=O)C=C2